C(C)N1C(C2=C(C=C1)SC=C2NC(OC(C)(C)C)=O)=O Tert-butyl (5-ethyl-4-oxo-4,5-dihydrothieno[3,2-c]pyridin-3-yl)carbamate